The molecule is the oxidised form of nicotinamide adenine dinucleotide found in all living cells. In metabolism, NAD(+) is involved in redox reactions, carrying electrons from one reaction to another. It has a role as an Escherichia coli metabolite, a mouse metabolite and a cofactor. It is a NAD(P)(+) and a NAD. It derives from a deamido-NAD(+). It is a conjugate acid of a NAD zwitterion and a NAD(1-). C1=CC(=C[N+](=C1)[C@H]2[C@@H]([C@@H]([C@H](O2)COP(=O)(O)OP(=O)(O)OC[C@@H]3[C@H]([C@H]([C@@H](O3)N4C=NC5=C(N=CN=C54)N)O)O)O)O)C(=O)N